N-[(1S)-2,2-dicyclopropyl-1-[[5-(2-cyclopropyl-5-methyl-1-oxido-pyridin-1-ium-3-yl)-6-fluoro-2-pyridyl]carbamoyl]ethyl]-2-isopropyl-pyrazole-3-carboxamide C1(CC1)C([C@@H](C(NC1=NC(=C(C=C1)C=1C(=[N+](C=C(C1)C)[O-])C1CC1)F)=O)NC(=O)C=1N(N=CC1)C(C)C)C1CC1